ClC1=C(C=C(C=C1)C(F)(F)F)C1=NN=C(O1)C(=O)OCC ethyl 5-(2-chloro-5-(trifluoromethyl)phenyl)-1,3,4-oxadiazole-2-carboxylate